COP(=O)(OC1CS(CC1F)(=O)=O)OC 3-dimethoxyphosphinyloxy-4-fluorotetrahydrothiophene-1,1-dioxide